4-(5-chlorobenzofuran-7-yl)-6-methyl-pyridine-3-carboxylic acid methyl ester COC(=O)C=1C=NC(=CC1C1=CC(=CC=2C=COC21)Cl)C